1,3-dimethyl-2,6-dioxo-1,2,3,6-tetrahydro-7H-purin CN1C(N(C=2N=CNC2C1=O)C)=O